N-(5-hydroxy-3,4,6-trimethylpyridin-2-yl)-6-methoxy-1H-indole-2-carboxamide OC=1C(=C(C(=NC1C)NC(=O)C=1NC2=CC(=CC=C2C1)OC)C)C